OCCC=1C(=CC(=NC1C)C1C(NC(CC1)=O)=O)C 3-(5-(2-hydroxyethyl)-4,6-dimethylpyridin-2-yl)piperidine-2,6-dione